C1(CCCCC1)N1N=CC(=C1)C=1C(=CC(N(C1)C)=O)C1=CC=CC=C1 5-(1-cyclohexyl-1H-pyrazol-4-yl)-1-methyl-4-phenylpyridin-2(1H)-one